dihydrobenzo[b][1,4]dioxane O1C=2C(OCC1)CC=CC2